(S)-(4-(4-fluoropyrazolo[1,5-a]pyridin-2-yl)-6,7-dihydro-1H-imidazo[4,5-c]pyridin-5(4H)-yl)(5-(6-methylpyridin-2-yl)-1,3,4-oxadiazol-2-yl)methanone FC=1C=2N(C=CC1)N=C(C2)[C@H]2N(CCC1=C2N=CN1)C(=O)C=1OC(=NN1)C1=NC(=CC=C1)C